7-(2-(m-Tolyl)pyridin-3-yl)quinazoline-2,4-diamine C1(=CC(=CC=C1)C1=NC=CC=C1C1=CC=C2C(=NC(=NC2=C1)N)N)C